1-(4-((diphenylmethylene)amino)-3-methyl-1H-pyrazol-1-yl)-3-methoxypropan-2-ol C1(=CC=CC=C1)C(C1=CC=CC=C1)=NC=1C(=NN(C1)CC(COC)O)C